5-[(1-methyl-1H-imidazol-2-yl)sulfonamido]-1,3-thiazole-4-carboxylic acid CN1C(=NC=C1)S(=O)(=O)NC1=C(N=CS1)C(=O)O